C(=C)[Si](OC)(OC)OC Ethenyl-(trimethoxy)silane